2-(3-ethyl-4-oxo-spiro[6,8-dihydro-5H-pyrazolo[4,3-c]azepine-7,4'-tetrahydropyran]-1-yl)ethyl 1,5-dimethylpyrazole-3-carboxylate CN1N=C(C=C1C)C(=O)OCCN1N=C(C=2C(NCC3(CCOCC3)CC21)=O)CC